3-(3,5-difluorophenyl)-N-[(1R,4S)-4-[(propylsulfonylamino)carbonyl]cyclopent-2-ene-1-yl]-5-(trifluoromethyl)-4H-1,2-oxazole-5-carboxamide FC=1C=C(C=C(C1)F)C1=NOC(C1)(C(=O)N[C@H]1C=C[C@H](C1)C(=O)NS(=O)(=O)CCC)C(F)(F)F